C(C)CC(C)=O ethylacetone